N1=CC(=CC=C1)C1=C(C=C(C(=C1)C=1C=NC=CC1)C=1C=NC=CC1)C=1C=NC=CC1 1,2,4,5-tetrakis(pyridin-3-yl)benzene